C(C)(C)(C)OC(=O)NC1=C(C=CC=C1)NC(=O)C1=C(C(=CC=C1)Cl)C=1C(=CC(=CC1)C(=O)OCC[Si](C)(C)C)C(=O)OC(C)(C)C 2-(tert-butyl) 4-(2-(trimethylsilyl)ethyl) (S)-2'-((2-((tert-butoxycarbonyl)amino)phenyl)carbamoyl)-6'-chloro-[1,1'-biphenyl]-2,4-dicarboxylate